benzyl (4S)-4-(trifluoromethyl)-1,2,3-oxathiazolidine-3-carboxylate 2-oxide FC([C@H]1N(S(OC1)=O)C(=O)OCC1=CC=CC=C1)(F)F